C(C1=CC=CC=C1)N1CN(CN(C1)CC1=CC=CC=C1)CC1=CC=CC=C1 1,3,5-tribenzyl-1,3,5-triazinane